ClC1=C(C=C(C2=CN(N=C12)C(C(=O)OCC)C1=C2N(C=N1)C[C@H](C2)F)C)C2=CC=C(C=C2)[C@H]2[C@@H](CN(CC2)CC)F ethyl 2-(7-chloro-6-(4-((3S,4S)-1-ethyl-3-fluoropiperidin-4-yl)phenyl)-4-methyl-2H-indazol-2-yl)-2-((S)-6-fluoro-6,7-dihydro-5H-pyrrolo[1,2-c]imidazol-1-yl)acetate